3β-(p-methoxybenzyloxy)pregn-5-en-20-one COC1=CC=C(CO[C@@H]2CC3=CC[C@H]4[C@@H]5CC[C@H](C(C)=O)[C@]5(CC[C@@H]4[C@]3(CC2)C)C)C=C1